1-(3-(1-Methyl-6-((5-methylthiazol-2-yl)amino)-1H-pyrrolo[3,2-c]pyridin-4-yl)-2,5-dihydro-1H-pyrrol-1-yl)prop-2-en-1-one CN1C=CC=2C(=NC(=CC21)NC=2SC(=CN2)C)C=2CN(CC2)C(C=C)=O